1,3-dibutyl-imidazole chloride salt [Cl-].C(CCC)N1CN(C=C1)CCCC